methyl 4-(4-(1,3-dioxolan-2-yl) piperidin-1-yl)-2-formylbenzoate O1C(OCC1)C1CCN(CC1)C1=CC(=C(C(=O)OC)C=C1)C=O